6-benzyloxycarbonyl-lysine C(C1=CC=CC=C1)OC(=O)C(CCC[C@H](N)C(=O)O)N